COC1(CC1)C1CN(CCN1)C=1N=NC(=CN1)C1=C(C=C(C=C1)C=1C=NNC1)O 2-{3-[3-(1-methoxycyclopropyl)piperazin-1-yl]-1,2,4-triazin-6-yl}-5-(1H-pyrazol-4-yl)phenol